trans-[4-[(2,8-dimethyl-[1,2,4]triazolo[1,5-a]pyridin-6-yl)methyl]-4-methylcyclohexyl]-[(3S)-3-(6-methylpyridin-3-yl)-1,2-oxazolidin-2-yl]methanone CC1=NN2C(C(=CC(=C2)CC2(CCC(CC2)C(=O)N2OCC[C@H]2C=2C=NC(=CC2)C)C)C)=N1